1-naphthylchloride C1(=CC=CC2=CC=CC=C12)Cl